C(CCC)N(CCC(C(=O)O)=C)S(=O)(=O)C(C(C(C(C(C(C(C(F)(F)F)(F)F)(F)F)(F)F)(F)F)(F)F)(F)F)(F)F.C(C(=C)C)(=O)O.C(C(=C)C)(=O)O.FC(C(C(C(C(C(O)(F)F)(F)F)(F)F)(F)F)(F)F)(O)F perfluoro-1,6-hexanediol dimethacrylate 2-(N-butylperfluorooctanesulfonylamino)ethyl-acrylate